potassium anthracenedisulfonate C=1(C(=CC=C2C=C3C=CC=CC3=CC12)S(=O)(=O)[O-])S(=O)(=O)[O-].[K+].[K+]